cetyl-dimethyl-benzyl-ammonium iodide [I-].C(CCCCCCCCCCCCCCC)[N+](CC1=CC=CC=C1)(C)C